ethyl-tri-(2-methoxyethoxy)silane C(C)[Si](OCCOC)(OCCOC)OCCOC